C(C(=C)C)(=O)OCCCCCCCC[Si](OC)(OC)OC 8-methacryloxyoctyltrimethyloxysilane